6,9'-Dimethoxy-2'H,4'H,5'H-spiro[chromane-3,3'-pyrano[3,2-c]chromen]-4-one COC=1C=C2C(C3(CC=4COC=5C=CC(=CC5C4OC3)OC)COC2=CC1)=O